N-(3-Chloro-5-(2-(4-chlorophenyl)propan-2-yl)phenyl)-5-((methylsulfonyl)methyl)benzo[b]thiophen-2-carboxamid ClC=1C=C(C=C(C1)C(C)(C)C1=CC=C(C=C1)Cl)NC(=O)C1=CC2=C(S1)C=CC(=C2)CS(=O)(=O)C